FC1=C(C(=C(C(=C1C1=C(C(=C(C(=C1F)F)C(S(=O)(=O)C(F)(F)F)S(=O)(=O)C(F)(F)F)F)F)F)F)F)F {4-(pentafluorophenyl)-2,3,5,6-tetrafluorophenyl}bis(triflyl)methane